2-(2,3-dihydro-1,4-benzodioxin-6-yl)-7-[(3R,5S)-3,5-dimethylpiperazin-1-yl]-4H-pyrido[1,2-a]pyrimidin-4-one O1CCOC2=C1C=CC(=C2)C=2N=C1N(C(C2)=O)C=C(C=C1)N1C[C@H](N[C@H](C1)C)C